4-methyl-7-(2-oxopropyl)-12-phenylisoindolo[2,1-b]isoquinolin-5(7H)-one CC=1C=CC=C2C(=C3N(C(C12)=O)C(C1=CC=CC=C13)CC(C)=O)C1=CC=CC=C1